NC1=NC(=C(C=2N1N=C(N2)CC2=NN(C=C2)C)Br)C=2C=C(C#N)C=CC2 3-(5-amino-8-bromo-2-((1-methyl-1H-pyrazol-3-yl)methyl)-[1,2,4]triazolo[1,5-c]pyrimidin-7-yl)benzonitrile